C(#N)C=1C=CC(=C(C1)C1=CC(=NC=C1C(=O)NC=1SC=2C(=NC=C(C2)C2=CC(=NC=C2)C)N1)C)OC 4-(5-cyano-2-methoxyphenyl)-6-methyl-N-(6-(2-methylpyridin-4-yl)thiazolo[4,5-b]pyridin-2-yl)nicotinamide